N-(3-(4'-((1-(tetrahydro-2H-pyran-4-yl)azetidin-3-yl)oxy)-4,5,5',6'-tetrahydro-2H-spiro[furan-3,8'-pyrano[3,4-b]pyridin]-2'-yl)-1H-pyrrolo[2,3-c]pyridin-5-yl)acetamide O1CCC(CC1)N1CC(C1)OC1=C2C(=NC(=C1)C1=CNC3=CN=C(C=C31)NC(C)=O)C3(OCC2)COCC3